ClC1=CC=C(C(=N1)F)[C@@H]1OC[C@H](C1)F 6-chloro-2-fluoro-3-[(2R,4S)-4-fluorotetrahydrofuran-2-yl]pyridine